ClC=1C=CC=2N(C1)C(=CN2)C2=NC=CC(=N2)N2CC(CC2)(O)C=2N=NN(C2)C(C)C 1-[2-(6-chloro-imidazo[1,2-a]pyridin-3-yl)-pyrimidin-4-yl]-3-(1-isopropyl-1H-[1,2,3]triazol-4-yl)-pyrrolidin-3-ol